C1CN(CCC12CCNCC2)C(=O)[C@H]2CN(C[C@H](O2)C)C=2C=1N(C(=CC2)C#N)N=CC1 4-[(2r,6r)-2-(3,9-diazaspiro[5.5]undecane-3-carbonyl)-6-methyl-morpholin-4-yl]pyrazolo[1,5-a]pyridine-7-carbonitrile